2-(2-Hydroxy-5-octylphenyl)-benzotriazole OC1=C(C=C(C=C1)CCCCCCCC)N1N=C2C(=N1)C=CC=C2